tert-butyl 2-[2-chloro-8-fluoro-7-[3-(methoxymethoxy)-1-naphthyl]pyrido[4,3-d]pyrimidin-4-yl]-1,3,3a,4,6,6a-hexahydropyrrolo[3,4-c]pyrrole-5-carboxylate ClC=1N=C(C2=C(N1)C(=C(N=C2)C2=CC(=CC1=CC=CC=C21)OCOC)F)N2CC1CN(CC1C2)C(=O)OC(C)(C)C